C(C)(C)(C)OC(=O)N(CCCNC(OC(C)(C)C)=O)CCCCN(C(C(C(=O)O)C)=O)CCCNC(=O)OC(C)(C)C 9-(tert-Butoxycarbonyl)-14-(3-((tert-Butoxycarbonyl)amino)propyl)-2,2,16-trimethyl-4,15-dioxo-3-oxa-5,9,14-triazaheptadecane-17-oic acid